ClC=1C=C(C(=C(C1)C1=NC=NN2C1=CC(=C2)CN2C(N(C=CC2=O)C)=O)CC2CNCCO2)F 3-((4-(5-chloro-3-fluoro-2-(morpholin-2-ylmethyl)phenyl)pyrrolo[2,1-f][1,2,4]triazin-6-yl)methyl)-1-methylpyrimidine-2,4(1H,3H)-dione